C(C)(C)(C)S(=O)N([C@H](C)C1=NC=C(C(=C1)B(O)O)OC)CC (2-((1R)-1-((tert-butylsulfinyl)(ethyl)amino)ethyl)-5-methoxypyridin-4-yl)boronic acid